C1(CCCCC1)C=1NC2=C(C(=CC=C2C1C=O)C)C 2-CYCLOHEXYL-6,7-DIMETHYL-1H-INDOLE-3-CARBOXALDEHYDE